(E) and (Z)-but-2-enedioic acid diethyl ester C(C)OC(C=CC(=O)OCC)=O